ClC=1C(=C(OC=2C3=C(N=CN2)C=CC(=N3)N3CC(C3)NC(OC(C)(C)C)=O)C=CC1)F tert-Butyl (1-(4-(3-chloro-2-fluorophenoxy)pyrido[3,2-d]pyrimidin-6-yl)azetidin-3-yl)carbamate